N1=C(SC=2C=CC=3N(C21)C=CN3)N[C@@H](CNC(OC(C)(C)C)=O)C#CC |r| tert-butyl (RS)-[2-(imidazo[1,2-a]thiazolo[5,4-e]pyridin-2-ylamino)pent-3-yn-1-yl]carbamate